NCC=1C(=C(N)C=CC1)OCC 3-(aminomethyl)-2-ethoxyaniline